2-((((9H-fluoren-9-yl)methoxy)carbonyl)amino)-2-(2,4-difluoro-3-(trifluoromethoxy)phenyl)acetic acid C1=CC=CC=2C3=CC=CC=C3C(C12)COC(=O)NC(C(=O)O)C1=C(C(=C(C=C1)F)OC(F)(F)F)F